1,3,5-tricarboxybenzenesulfonic acid C(=O)(O)C1(CC(=CC(=C1)C(=O)O)C(=O)O)S(=O)(=O)O